4-(allylamino)-4'-(1-isopropyl-1H-benzo[d][1,2,3]triazol-5-yl)[1,1'-biphenyl]-3-carbonitrile C(C=C)NC1=C(C=C(C=C1)C1=CC=C(C=C1)C1=CC2=C(N(N=N2)C(C)C)C=C1)C#N